(R)-2-(2-aminoethyl)-6-cyclopropyl-4-((1-(2-methyl-3-(trifluoromethyl)phenyl)ethyl)amino)-2,6-dihydropyrido[3,4-d]pyridazine-1,7-dione NCCN1N=C(C=2C(C1=O)=CC(N(C2)C2CC2)=O)N[C@H](C)C2=C(C(=CC=C2)C(F)(F)F)C